(2R)-2-amino-3-[(2S)-6-chloro-3-oxo-4H-1,4-benzoxazin-2-yl]propanenitrile N[C@@H](C#N)C[C@@H]1OC2=C(NC1=O)C=C(C=C2)Cl